2-((S)-1-Acryloyl-4-((S)-7-(3,4-dihydroquinolin-1(2H)-yl)-2-(((S)-1-ethylpyrrolidin-2-yl)methoxy)-5,6,7,8-tetrahydroquinazolin-4-yl)piperazin-2-yl)acetonitrile C(C=C)(=O)N1[C@H](CN(CC1)C1=NC(=NC=2C[C@H](CCC12)N1CCCC2=CC=CC=C12)OC[C@H]1N(CCC1)CC)CC#N